azabicyclo[3.2.1]octane N12CCCC(CC1)C2